COCC1NC(C=2N(C1)C=C(N2)C2=NC(=NC=C2C)S(=O)(=O)C)=O 6-(methoxymethyl)-2-(5-methyl-2-methylsulfonyl-pyrimidin-4-yl)-5,6-dihydroimidazo[1,2-a]pyrazin-8-one